4-(3-isopropyl-5-(piperidin-4-yl)-1H-indol-2-yl)pyrrolo[2,1-f][1,2,4]triazine C(C)(C)C1=C(NC2=CC=C(C=C12)C1CCNCC1)C1=NC=NN2C1=CC=C2